FC=1C(=C(C=CC1F)[C@H]1[C@@H](O[C@@]([C@H]1C)(C)C(F)F)C(=O)NC1=CC(=NC=C1)C(=O)N)OC |o1:8,9,11,12| rel-(2R,3S,4S,5R)-4-[[3-(3,4-Difluoro-2-Methoxy-Phenyl)-5-(Difluoromethyl)-4,5-Dimethyl-Tetrahydrofuran-2-Carbonyl]Amino]Pyridine-2-Carboxamide